tert-butyl-(4-(isocyanomethyl)-2-methoxyphenoxy)dimethylsilane C(C)(C)(C)[Si](C)(C)OC1=C(C=C(C=C1)C[N+]#[C-])OC